pentaerythritol tetramyristate C(CCCCCCCCCCCCC)(=O)OCC(COC(CCCCCCCCCCCCC)=O)(COC(CCCCCCCCCCCCC)=O)COC(CCCCCCCCCCCCC)=O